2-(3,5-dimethyl-4-{2'-oxo-1'H-spiro[cyclobutane-1,3'-indol]-5'-ylmethyl}phenyl)-3,5-dioxo-4H-1,2,4-triazine-6-carbonitrile CC=1C=C(C=C(C1CC=1C=C2C3(C(NC2=CC1)=O)CCC3)C)N3N=C(C(NC3=O)=O)C#N